5-(1-bromoethyl)pyrimidine BrC(C)C=1C=NC=NC1